FC=1C=C(C=C(C1OC(F)(F)F)F)C1=C(C=C(C=C1)C1=CCC(CC1)C1OCC(CO1)CCC)F 2-[4-[4-[3,5-Difluoro-4-(trifluoromethoxy)phenyl]-3-fluoro-phenyl]cyclohex-3-ene-1-yl]-5-propyl-1,3-dioxane